FC=1C(=NC=C(C1)F)SC=1C=2N(C=C(C1)C=1C=NN(C1C)[C@@H]1CC(N(CC1)C)(C)C)N=CC2C#N (S)-4-((3,5-difluoropyridin-2-yl)thio)-6-(5-methyl-1-(1,2,2-trimethylpiperidin-4-yl)-1H-pyrazol-4-yl)pyrazolo[1,5-a]pyridine-3-carbonitrile